CC1=NC=C(C=C1)CC L-2-methyl-5-ethylpyridine